Cl.COC=1C=C(CC2=NC=CC3=CC(=C(C=C23)OC)OC)C=CC1OC 1-(3,4-dimethoxybenzyl)-6,7-dimethoxyisoquinoline hydrochloride